CC(CN)(C)SC 2-methyl-2-(methylthio)propan-1-amine